C1=CC(=CC=2C3=CC=CC=C3C=CC12)C1=C2C=CC=CC2=C(C2=CC=CC=C12)OB(O)O (10-(phenanthren-3-yl)anthracen-9-yl)boric acid